COC(=O)C1=CC2=C(N=C(S2)C=2CCN(CC2)C(=O)OC(C)(C)C)C=C1OC(C)C 2-(1-(tert-butoxycarbonyl)-1,2,3,6-tetrahydropyridin-4-yl)-5-isopropoxybenzo[d]thiazole-6-carboxylic acid methyl ester